C(C)(=O)C1=CC=C2C(N(C(C2=C1)=O)C1=CC=C(C=C1)Cl)OCC1(COC1)C 6-acetyl-2-(4-chlorophenyl)-3-((3-methyloxetan-3-yl)methoxy)isoindolin-1-one